5-{2-amino-[1,2,4]triazolo-[1,5-a]pyridin-7-yl}-N-{[2-(cyclohexylmethoxy)-phenyl]methyl}-2-methyl-pyridine-3-carboxamide NC1=NN2C(C=C(C=C2)C=2C=C(C(=NC2)C)C(=O)NCC2=C(C=CC=C2)OCC2CCCCC2)=N1